S1C=NC2=C1C=CC=C2[C@H]([C@@H](C=2OC(NN2)=O)NS(=O)(=O)C2=C(C=C(C=C2)Cl)OC)C N-((1S,2R)-2-(benzo[d]thiazol-4-yl)-1-(5-oxo-4,5-dihydro-1,3,4-oxadiazol-2-yl)propyl)-4-chloro-2-methoxybenzenesulfonamide